(3-Methyloxetan-3-yl)N-[2-(1,3-benzodioxol-5-yl)-1-methyl-ethyl]-N-methyl-carbamate CC1(COC1)OC(N(C)C(CC1=CC2=C(OCO2)C=C1)C)=O